7-chloro-N-(4-(5-methyl-4-(methylsulfonyl)thiophen-2-yl)-5-(trifluoromethyl)pyrimidin-2-yl)-1,2,3,4-tetrahydroisoquinolin-6-amine ClC1=C(C=C2CCNCC2=C1)NC1=NC=C(C(=N1)C=1SC(=C(C1)S(=O)(=O)C)C)C(F)(F)F